(E)-3-(6-aminopyridin-3-yl)-N-((5-(3-(4,4-difluoropiperidin-1-yl)-1H-indazol-6-yl)-7-(4-fluorophenyl)benzofuran-2-yl)methyl)acrylamide NC1=CC=C(C=N1)/C=C/C(=O)NCC=1OC2=C(C1)C=C(C=C2C2=CC=C(C=C2)F)C2=CC=C1C(=NNC1=C2)N2CCC(CC2)(F)F